BrC=1C=CC=2N(C3=CC=CC=C3C2C1)C1=CC(=CC=C1)N1C2=CC=CC=C2C=2C=C(C=CC12)Br 1,3-bis(3-bromo-9H-carbazol-9-yl)benzene